FC1(OC2=C(O1)C=CC(=C2)N(C(=O)C=2C=C(C=CC2)N2N=C(C=1CCC[C@H](C21)OC2=CC=C(C=N2)C(=O)OC)C(F)(F)F)C)F |o1:26| (R) or (S)-methyl 6-[[1-[3-[(2,2-difluoro-1,3-benzodioxol-5-yl)-methyl-carbamoyl]phenyl]-3-(trifluoromethyl)-4,5,6,7-tetrahydroindazol-7-yl]oxy]pyridine-3-carboxylate